CC=1C=CC(N(C1)C1=CC=CC=C1)=O 5-methyl-1-phenyl-2(1H)-pyridinone